FC1=C(C=CC(=C1)NCCC(=O)OC)N1CCN(CC1)C(=O)OC(C)(C)C tert-Butyl 4-(2-fluoro-4-((3-methoxy-3-oxopropyl)amino)phenyl)piperazine-1-carboxylate